2,3-dibromobut-2-ene-1,4-diyl bis(2-bromobutanoate) BrC(C(=O)OCC(=C(COC(C(CC)Br)=O)Br)Br)CC